FC=1C(=NC=CC1N)C1COC1 3-fluoro-2-(oxetan-3-yl)pyridin-4-amine